2,2'-Bis(2-chlorophenyl)4,4',5,5'-tetraphenyl-1,2'-biimidazole ClC1=C(C=CC=C1)C=1N(C(=C(N1)C1=CC=CC=C1)C1=CC=CC=C1)C1(N=C(C(=N1)C1=CC=CC=C1)C1=CC=CC=C1)C1=C(C=CC=C1)Cl